FC1(CC(CC1)OC1=NN(C=C1N)COCC[Si](C)(C)C)F 3-((3,3-difluorocyclopentyl)oxy)-1-((2-(trimethylsilyl)ethoxy)methyl)-1H-pyrazol-4-amine